(2-(4-(2,4-difluorophenoxy)piperidin-1-yl)-3-(1-methyl-1H-pyrazol-4-yl)-5,6,7,8-tetrahydropyrido[3,4-b]pyrazin-7-yl)methanol FC1=C(OC2CCN(CC2)C=2N=C3C(=NC2C=2C=NN(C2)C)CNC(C3)CO)C=CC(=C1)F